BrC=1C=C2C(=CC1)NCCC21SCCS1 6-bromo-2,3-dihydro-1H-spiro[quinoline-4,2'-[1,3]dithiolane]